4-(8-amino-3-((2S)-1-(2-(2-((2-(2,6-dioxopiperidin-3-yl)-1,3-dioxoisoIndoline-4-yl)thio)ethoxy)acetyl)pyrrolidin-2-yl)imidazo[1,5-a]pyrazin-1-yl)-N-(pyridin-2-yl)benzamide NC=1C=2N(C=CN1)C(=NC2C2=CC=C(C(=O)NC1=NC=CC=C1)C=C2)[C@H]2N(CCC2)C(COCCSC2=C1C(N(C(C1=CC=C2)=O)C2C(NC(CC2)=O)=O)=O)=O